(E)-2-(2-(aminomethyl)-3-fluoroallyl)-5-(tert-amyl)-2,5,6,7-tetrahydro-4H-pyrazolo[4,3-c]pyridin-4-one hydrochloride Cl.NC/C(/CN1N=C2C(C(N(CC2)C(C)(C)CC)=O)=C1)=C\F